tert-butyl (((2S,4S)-5-chloro-4-(6-cyano-2-fluoro-3-(2-((tetrahydro-2H-pyran-2-yl)oxy)ethoxy)phenyl)-6-fluoro-2-phenyl-2,3-dihydrobenzofuran-2-yl)methyl)carbamate ClC=1C(=CC2=C(C[C@](O2)(C2=CC=CC=C2)CNC(OC(C)(C)C)=O)C1C1=C(C(=CC=C1C#N)OCCOC1OCCCC1)F)F